[N+](=N)([O-])[O-] N-Diazeniumdiolate